ClC1=C(C=C(C=C1)F)C1NC(C=2C3=C(C=C(C12)NC(C1=CC(=CC(=C1)C(F)(F)F)F)=O)CCCC3)=O N-(3-(2-chloro-5-fluorophenyl)-1-oxo-2,3,6,7,8,9-hexahydro-1H-benzo[e]isoindol-4-yl)-3-fluoro-5-(trifluoromethyl)benzamide